C(C)(C)(C)OC1C[C@H](N(C1)C(=O)OC(C)(C)C)C(=O)O (2S,3S)-4-(tert-Butoxy)-1-(tert-Butoxycarbonyl)pyrrolidine-2-carboxylic acid